1-[5-amino-4-(1-methylpyrazol-4-yl)pyrazolo[3,4-c]pyridin-1-yl]ethanone tert-butyl-N-[2-[4-(hydroxymethyl)cyclohexyl]-6-methoxy-indazol-5-yl]carbamate C(C)(C)(C)OC(NC1=CC2=CN(N=C2C=C1OC)C1CCC(CC1)CO)=O.NC=1C(=C2C(=CN1)N(N=C2)C(C)=O)C=2C=NN(C2)C